CC(=CCC/C(=C/C=C/C(=C/C=C/C(=C/C=C/C=C(\C)/C=C/C=C(\C)/C=C/C=C(\C)/CCCC(C)(C)O)/C)/C)/C)C 1-hydroxylycopene